C(#N)C1=CC(=NC=C1)N1[C@H]([C@H](CC1)NS(=O)(=O)C)CO[C@@H]1CC[C@@H](CC1)C1=CC=CC=C1 N-((2R,3S)-1-(4-cyanopyridin-2-yl)-2-((((CIS)-4-phenylcyclohexyl)oxy)methyl)pyrrolidin-3-yl)methanesulfonamide